C(#N)C=1C(=NC=C(C1)C)NC(=O)C=1C=2C[C@H]3[C@@H](C2N(N1)C1=C(C=C(C=C1)F)F)C3 (1aS,5aS)-2-(2,4-Difluoro-phenyl)-1a,2,5,5a-tetrahydro-1H-2,3-diaza-cyclopropa[a]pentalene-4-carboxylic acid (3-cyano-5-methyl-pyridin-2-yl)-amide